(5R)-2-[2-fluoro-6-[(1R,4R)-2-oxa-5-azabicyclo[2.2.1]hept-5-yl]pyridin-3-yl]-5-methyl-6,7-dihydro-5H-pyrazolo[5,1-b][1,3]oxazine-3-carboxylic acid ethyl ester C(C)OC(=O)C=1C(=NN2C1O[C@@H](CC2)C)C=2C(=NC(=CC2)N2[C@H]1CO[C@@H](C2)C1)F